OC1=C2C=CC=C(C2=CC=C1)C1=C2C(=NC(=C1C#N)N1CC3(CN(C3)C(C=C)=O)CC1)CC(OC2)(C)C 4-(5-hydroxy-1-naphthalenyl)-7,7-dimethyl-2-(2-(2-propenoyl)-2,6-diazaspiro[3.4]octan-6-yl)-7,8-dihydro-5H-pyrano[4,3-b]pyridine-3-carbonitrile